N-(2-(2-(2-azidoethoxy)ethoxy)ethyl)-5-cyano-N-(4-(hydroxymethyl)phenyl)pyridine-2-sulfonamide N(=[N+]=[N-])CCOCCOCCN(S(=O)(=O)C1=NC=C(C=C1)C#N)C1=CC=C(C=C1)CO